C1(CC1)C=1C=CC=2N(N1)C(=CN2)C2=CC=CC(=N2)N[C@H]2CNCC2 (R)-6-(6-cyclopropylimidazo[1,2-b]pyridazin-3-yl)-N-(pyrrolidin-3-yl)pyridin-2-amine